OC1=C(C=C(C(=C1)O)C(C)C)C1=C(C(=NO1)C(=O)NCC)C1=CC=C(C=C1)CN1CCN(CC1)CC1CCNCC1 5-(2,4-dihydroxy-5-isopropylphenyl)-N-ethyl-4-(4-((4-(piperidin-4-ylmethyl)piperazin-1-yl)methyl)phenyl)isoxazole-3-carboxamide